O=C1C2C(NC(NC2=CC=C1)CC(=O)O)=O dioxodihydroquinazolinacetic acid